C(CC(=O)O)(=O)O.C(C=C)[Li] allyl-lithium malonate